N1(CC=CC=C1)C=1C=C(C[C@H](NC)C(=O)O)C=CC1 3-(1-pyridinyl)-N-methyl-L-phenylalanine